ClC1=C(C=CC=C1)C(C(C(=O)OCC)=C)O ethyl 2-[(2-chlorophenyl)(hydroxy)methyl]acrylate